Trifluoroacetic acid (1S,9S)-1-(dimethylamino)-9-ethyl-5-fluoro-4-methyl-10,13-dioxo-2,3,9,10,13,15-hexahydro-1H,12H-benzo[de]pyrano[3',4':6,7]indolizino[1,2-b]quinolin-9-yl-L-valinate CN([C@H]1CCC=2C=3C1=C1C(=NC3C=C(C2C)F)C2=CC3=C(C(N2C1)=O)COC([C@@]3(CC)N[C@@H](C(C)C)C(=O)O)=O)C.FC(C(=O)O)(F)F